5-fluoro-2-((4-fluoro-2-methylphenyl)-amino)-6-methoxy-N-(6-methoxy-2-methylpyridin-3-yl)nicotinamide FC=1C(=NC(=C(C(=O)NC=2C(=NC(=CC2)OC)C)C1)NC1=C(C=C(C=C1)F)C)OC